(3S)-3-[(8-carbamoyl-6-[4-[1-(morpholin-4-yl)ethyl]phenyl]pyrido[3,2-d]pyrimidin-4-yl)amino]piperidine-1-carboxylic acid tert-butyl ester C(C)(C)(C)OC(=O)N1C[C@H](CCC1)NC=1C2=C(N=CN1)C(=CC(=N2)C2=CC=C(C=C2)C(C)N2CCOCC2)C(N)=O